C(C)(C)(C)C=1C=CC2=C(C3=CC=CC=C3C=C2C1)OC(=O)C1C(CC=CC1)C(=O)O 3-(tert-butyl)-9-[2-carboxy(4-cyclohexenyl)]carbonyloxyanthracene